FC=1C(=C(C=CC1F)C1CCN(CC1)C(=O)C=1C2=C(NN1)CN(C2)CCC(F)(F)F)C(F)(F)F (4-(3,4-difluoro-2-(trifluoromethyl)phenyl)piperidin-1-yl)(5-(3,3,3-trifluoropropyl)-1,4,5,6-tetrahydropyrrolo[3,4-c]pyrazol-3-yl)methanone